C(C1=CC=CC=C1)NC=1C=C(C=NC1)C1=CC(=NC=C1)NC N5-Benzyl-N2'-methyl-[3,4'-bipyridine]-2',5-diamine